3-((1-((R)-3-cyclohexyl-2-methylpropionyl)-4-hydroxy-3,3-dimethylpiperidine-4-Yl)methyl)-6-(4-(hydroxymethyl)phenyl)pyrimidin-4(3H)-one C1(CCCCC1)C[C@H](C(=O)N1CC(C(CC1)(O)CN1C=NC(=CC1=O)C1=CC=C(C=C1)CO)(C)C)C